4-((2-(azetidin-1-ylmethyl)benzyl)amino)-2,6-difluoro-N-(thiazol-4-yl)benzenesulfonamide N1(CCC1)CC1=C(CNC2=CC(=C(C(=C2)F)S(=O)(=O)NC=2N=CSC2)F)C=CC=C1